4-((2S,5R,M)-4-Acryloyl-2,5-dimethylpiperazin-1-yl)-6-fluoro-7-(2-fluorophenyl)-1-(2-isopropyl-4-methylpyridin-3-yl)pyrido[2,3-d]pyrimidin C(C=C)(=O)N1C[C@@H](N(C[C@H]1C)C=1C2=C(N(CN1)C=1C(=NC=CC1C)C(C)C)N=C(C(=C2)F)C2=C(C=CC=C2)F)C